1-(4-fluorobenzyl)-4-hydroxy-N-(1-(hydroxymethyl)cyclohexyl)-2-oxo-1,2-dihydro-1,8-naphthyridine-3-carboxamide FC1=CC=C(CN2C(C(=C(C3=CC=CN=C23)O)C(=O)NC2(CCCCC2)CO)=O)C=C1